5-((cyclopropylmethyl)amino)-4-(methoxymethyl)-2H-benzo[b][1,4]oxazin-3(4H)-one C1(CC1)CNC1=CC=CC=2OCC(N(C21)COC)=O